O=C1NC(CC[C@H]1C1=C(C=C(C=C1F)N1C([C@@H](CC1)NC(OCC1CC2(C1)CCC2)=O)=O)F)=O spiro[3.3]heptan-2-ylmethyl ((R)-1-(4-((S)-2,6-dioxopiperidin-3-yl)-3,5-difluorophenyl)-2-oxopyrrolidin-3-yl)carbamate